(7R)-3-[(3-chloro-2-methoxyphenyl)amino]-7-methyl-2-{[1,2]thiazolo[4,5-b]pyridin-7-yl}-5H,6H,7H-pyrazolo[1,5-a]pyrazin-4-one ClC=1C(=C(C=CC1)NC=1C(=NN2C1C(NC[C@H]2C)=O)C2=C1C(=NC=C2)C=NS1)OC